(+)-8-((1S,2R,3S)-3-hydroxy-2-methylcyclopentyl)-6-(difluoromethyl-d)-2-((1-((methyl-d3)sulfonyl)piperidin-4-yl-4-d)-amino)pyrido[2,3-d]pyrimidin-7(8H)-one O[C@@H]1[C@@H]([C@H](CC1)N1C(C(=CC2=C1N=C(N=C2)NC2(CCN(CC2)S(=O)(=O)C([2H])([2H])[2H])[2H])C([2H])(F)F)=O)C